COC1=C(C=C(C=C1C)C=1OC=2C(C1C1=CC(=C(C(=C1)C)OC)C)=C(C=C(C2)C)C(=O)O)C 2,3-bis(4-methoxy-3,5-dimethylphenyl)-6-methylbenzofuran-4-carboxylic acid